S1C(=NC2=C1C=CC=C2)C(S(=O)O)O 1,3-benzothiazol-2-yl-(hydroxyl)-methanesulfinic acid